N-(2,4-dichloro-6-(carbamoyl)phenyl)-N-ethyl-3-bromo-1-(3-chloropyridin-2-yl)-1H-pyrazole-5-carboxamide ClC1=C(C(=CC(=C1)Cl)C(N)=O)N(C(=O)C1=CC(=NN1C1=NC=CC=C1Cl)Br)CC